CN(CC(=O)N(C)C1CCC(CC1)C1=CN=C(S1)C1=NNC(=C1C(C)C)C=1C=C(C=2N(C1)N=CN2)C)C 2-(dimethylamino)-N-(4-(2-(4-isopropyl-5-(8-methyl-[1,2,4]triazolo[1,5-a]pyridin-6-yl)-1H-pyrazol-3-yl)thiazol-5-yl)cyclohexyl)-N-methylacetamide